3-(7,8-dichloro-4-(1H-pyrazol-4-yl)quinolin-2-ylamino)propylphosphonic acid diethyl ester C(C)OP(OCC)(=O)CCCNC1=NC2=C(C(=CC=C2C(=C1)C=1C=NNC1)Cl)Cl